COC=1C=C2C(=CC=NC2=CC1OC)OC1=CC=C(C=C1)N1C(N(C(C1)=O)C=1C=NC=C(C1)C(F)(F)F)=O 1-{4-[(6,7-dimethoxy-4-quinolinyl)oxy]phenyl}-3-[5-(trifluoromethyl)-3-pyridinyl]-2,4-imidazolidinedione